C1(=C(C(=CC(=C1)C)C)[B-](C1=C(C=C(C=C1C)C)C)(C1=C(C=C(C=C1C)C)C)C1=C(C=C(C=C1C)C)C)C.C(C)(C)(C)[PH+](C1=CC(=CC(=C1)F)F)C(C)(C)C Di-(tert-butyl)(3,5-difluorophenyl)phosphonium tetramesitylborate